FC(C1=CC=C(C=C1)[C@@H]1[C@H](C1)C=1C=2N(N=C(C1)C=1C(NC(NC1)=O)=O)C=CN2)(F)F 5-(8-((1S,2S)-2-(4-(trifluoromethyl)phenyl)cyclopropyl)imidazo[1,2-b]pyridazin-6-yl)pyrimidine-2,4(1H,3H)-dione